C1(CC1)C1=CC(=NN1)NC1=NC(=NC=C1)S(=O)(=O)C N-(5-cyclopropyl-1H-pyrazol-3-yl)-2-methylsulfonyl-pyrimidin-4-amine